ClC=1C=C(C=CC1Cl)C=1C2=C(C(N(N1)CCC1=CC=CC=C1)=O)N=C(S2)C 7-(3,4-dichlorophenyl)-2-methyl-5-phenethylthiazolo[4,5-d]pyridazin-4(5H)-one